O1C(OCC1)CC[C@H](C(C)C)N1CC(C1)(O)C=1C=C(C=2N(C1)C(=NC2)C)C2=C(C(=O)N(C(C)C)CC)C=C(C=C2)F 2-(6-{1-[(3R)-1-(1,3-dioxolan-2-yl)-4-methylpentan-3-yl]-3-hydroxyazetidin-3-yl}-3-methylimidazo[1,5-a]pyridin-8-yl)-N-ethyl-5-fluoro-N-(isopropyl)benzamide